tert-butyl 5-bromo-4-chloro-3,3-bis(2-hydroxyethyl)-2,3-dihydro-1H-pyrrolo[2,3-b]pyridine-1-carboxylate BrC=1C(=C2C(=NC1)N(CC2(CCO)CCO)C(=O)OC(C)(C)C)Cl